C(C)(C)(C)OC(=O)NC1(CCN(CC1)C=1N=CC(=NC1)S(=O)(=O)C=1C=C(C=CC1)NCCC(CCCCCOC1=CC=C(C=C1)C1C(C1)C(=O)OCC)=O)C Ethyl 2-(4-((6-((3-((5-(4-((tert-butoxycarbonyl)amino)-4-methylpiperidin-1-yl)pyrazin-2-yl)Sulfuryl)phenyl)amino)ethyl-6-oxohexyl)oxy)phenyl)cyclopropane-1-carboxylate